N-(6-aminooctyl)carbamate NC(CCCCCNC([O-])=O)CC